(R)-1-phenyl-2,5,8,11,14-pentaoxaheptadecane-16,17-diol C1(=CC=CC=C1)COCCOCCOCCOCCOC[C@@H](CO)O